2-cyano-5-(tri-fluoromethyl)benzoic acid C(#N)C1=C(C(=O)O)C=C(C=C1)C(F)(F)F